C(C)(C)(CC(C)(C)C)NC(C=C)=O N-tert.Octylacrylamide